Cl.Cl.COC1=C2C=C(C=NC2=CC(=C1)OC)C1=CC=NC=C1 5,7-Dimethoxy-3-(4-pyridinyl)quinoline dihydrochloride